C(C)(C)C1=C(C=C(C=C1)C)OC=C(C)CCC 1-isopropyl-4-methyl-2-((2-pentylidene)methoxy)benzene